FC=1C=C(C=CC1S(=O)(=O)C)NC1=NC=C(C(=N1)N[C@H](C)C1=CC=CC=C1)C(=O)OCC Ethyl 2-{[3-fluoro-4-(methylsulfonyl)phenyl]amino}-4-{[(1R)-1-phenylethyl]amino}pyrimidine-5-carboxylate